FC1=CC2=CN(N=C2C=C1COC1=CC=CC(=N1)C1CCN(CC1)CC1=NC2=C(N1C[C@H]1OCC1)C=C(C=C2)C(=O)O)CCOC (S)-2-((4-(6-((5-Fluoro-2-(2-methoxyethyl)-2H-indazol-6-yl)methoxy)pyridin-2-yl)piperidin-1-yl)methyl)-1-(oxetan-2-ylmethyl)-1H-benzo[d]imidazole-6-carboxylic acid